2-bromo-6-methyl-5,6-dihydro-8H-imidazolo[2,1-c][1,4]Oxazine BrC=1N=C2COC(CN2C1)C